CC1=C(OC2=C1C(CC(C2)C(F)(F)F)=O)C(=O)OCC ethyl 3-methyl-4-oxo-6-(trifluoromethyl)-4,5,6,7-tetrahydro-1-benzofuran-2-carboxylate